Cl.C(C)OC[C@H](N)C1=CC(=CC=C1)OC(F)(F)F (R)-2-ethoxy-1-(3-(trifluoromethoxy)phenyl)ethan-1-amine hydrochloride